C(CCCCCCCCCCCCCCC)OP(OCCCCCCCCCCCCCCCC)=O.C1(CC1)N1C(C2=CC(=CC=C2C1)OC=1C=C2C(CCOC2=CC1[N+](=O)[O-])O)=O 2-cyclopropyl-6-((4-hydroxy-7-nitrochroman-6-yl)oxy)isoindolin-1-one dihexadecylphosphonate